barium 2-ethylhexanoate C(C)C(C(=O)[O-])CCCC.[Ba+2].C(C)C(C(=O)[O-])CCCC